O=C1C(C[C@H](NC)C(=O)O)C=CC(=C1)O 2-oxo-methyltyrosine